ClC1=CC2=C(N=C(S2)C2=C3N=CC(=NC3=CC(=C2)C)COC)C(=C1F)OC 6-chloro-5-fluoro-4-methoxy-2-(2-(methoxymethyl)-7-methylquinoxalin-5-yl)benzo[d]thiazole